(S)-1-(2-(N-(4-(5-(difluoromethyl)-1,3,4-oxadiazol-2-yl)benzyl)-N-phenylsulfamoyl)ethyl)pyrrolidine-2-carboxamide FC(C1=NN=C(O1)C1=CC=C(CN(S(=O)(=O)CCN2[C@@H](CCC2)C(=O)N)C2=CC=CC=C2)C=C1)F